N-(3-fluoro-4-((3-(methylamino)-1H-pyrazolo[3,4-b]pyridin-4-yl)-oxy)phenyl)-3-(4-fluorophenyl)-1-iso-propyl-2,4-dioxo-1,2,3,4-tetrahydro-pyrimidine-5-carboxamide FC=1C=C(C=CC1OC1=C2C(=NC=C1)NN=C2NC)NC(=O)C=2C(N(C(N(C2)C(C)C)=O)C2=CC=C(C=C2)F)=O